C(C1=CC=CC=C1)(=O)C1=CC=C(C[C@H](N)C(=O)O)C=C1 4-Benzoylphenylalanine